2,4,7-trimethylocta-3,6-dien-1-ol CC(CO)C=C(CC=C(C)C)C